9,4b-(epiminoethano)phenanthren-4-yl trifluoromethanesulfonate FC(S(=O)(=O)OC1=CC=CC=2C=C3C4=CC=CCC4(C12)CCN3)(F)F